(S)-N-((S)-(4-chlorophenyl)(cuban-1-yl)methyl)-2-oxooxazolidine-5-carboxamide ClC1=CC=C(C=C1)[C@H](NC(=O)[C@@H]1CNC(O1)=O)C12C3C4C5C3C1C5C24